(2-((5-Chloro-2-(isoindolin-5-ylamino)pyrimidin-4-yl)amino)phenyl)dimethylphosphine oxide ClC=1C(=NC(=NC1)NC=1C=C2CNCC2=CC1)NC1=C(C=CC=C1)P(C)(C)=O